N1N=CC2=CC(=CC=C12)C#CC1=CC=CC(=N1)C1=NC(=NC=C1)N1CC2=CC=C(C=C2C1)OCCN(C)C 2-((2-(4-(6-((1H-indazol-5-yl)ethynyl)pyridin-2-yl)pyrimidin-2-yl)isoindolin-5-yl)oxy)-N,N-dimethylethanamine